FC1=CC(=C(C=C1)C=1C2=C(NCCN1)C(N(C2)C2=CC=C(C=C2)OCC(F)(F)F)=O)OCC(F)(F)F 5-[4-fluoro-2-(2,2,2-trifluoroethoxy)phenyl]-7-[4-(2,2,2-trifluoroethoxy)phenyl]-2,3,6,7-tetrahydropyrrolo[3,4-e][1,4]diazepin-8(1H)-one